{6-[(R)-1-methyl-3-piperidylamino]-2-pyridyl}-2-allyl-6-(p-chlorophenylamino)-1,2-dihydro-3H-1,2,5,7-tetraazainden-3-one CN1C[C@@H](CCC1)NC1=CC=CC(=N1)N1N(C(C2=CN=C(N=C12)NC1=CC=C(C=C1)Cl)=O)CC=C